tert-Butyl (2S,4R)-4-(4-amino-5-iodo-7H-pyrrolo[2,3-d]pyrimidin-7-yl)-2-methylpyrrolidine-1-carboxylate NC=1C2=C(N=CN1)N(C=C2I)[C@@H]2C[C@@H](N(C2)C(=O)OC(C)(C)C)C